thiazolo[4,5-c]pyridine 5-oxide S1C=NC=2C=[N+](C=CC21)[O-]